2-(2-(4-(difluoromethylene)cyclohex-1-en-1-yl)-5-ethyl-6-(4-(5-hydroxy-6-methylpyrimidine-4-carbonyl)piperazin-1-yl)-7-oxo-[1,2,4]triazolo[1,5-a]pyrimidin-4(7H)-yl)acetamide FC(=C1CC=C(CC1)C1=NN2C(N(C(=C(C2=O)N2CCN(CC2)C(=O)C2=NC=NC(=C2O)C)CC)CC(=O)N)=N1)F